C(C)(C)(C)N1N=C(C=C1NC(OCC1=CC=CC=C1)=O)[C@H]1C[C@H](CC1)OC(=O)OC1=CC=C(C=C1)[N+](=O)[O-] Benzyl (1-(tert-butyl)-3-((1R,3S)-3-(((4-nitrophenoxy)carbonyl)oxy)cyclopentyl)-1H-pyrazol-5-yl)carbamate